(1R,3S)-3-(3-((S)-4-formyl-5-hydroxy-7-methoxy-2,3-dihydro-1H-indene-2-carboxamido)-1H-pyrazol-5-yl)cyclobutyl 1,2,2-trimethylhydrazine-1-carboxylate CN(N(C)C)C(=O)OC1CC(C1)C1=CC(=NN1)NC(=O)[C@@H]1CC2=C(C=C(C(=C2C1)C=O)O)OC